(6-(6-Ethynyl-4-methylpyridin-3-yl)-5-(3-fluoro-4-((4-methylpyrimidin-2-yl)oxy)phenyl)-7-methyl-7H-pyrrolo[2,3-d]pyrimidin-4-yl)methanol C(#C)C1=CC(=C(C=N1)C1=C(C2=C(N=CN=C2CO)N1C)C1=CC(=C(C=C1)OC1=NC=CC(=N1)C)F)C